CN1C(N(CC1)C=1N=C2N(N=C(C=C2NC)NC=2C(N(C=CC2)C2=NC=CC=C2)=C=O)C1C(=O)N)=C=O (3-methyl-2-carbonylimidazolidin-1-yl)-8-(methylamino)-6-((2-carbonyl-2H-[1,2'-bipyridinyl]-3-yl)amino)imidazo[1,2-b]pyridazine-3-carboxamide